C(C)C1=CC2=C(C(N(CC23CC3)CC(=O)NC=3C=CC=2N(N3)C=NN2)=O)S1 2-{2'-Ethyl-7'-oxo-6',7'-dihydro-5'H-spiro[cyclopropane-1,4'-thieno[2,3-c]pyridin]-6'-yl}-N-{[1,2,4]triazolo[4,3-b]pyridazin-6-yl}acetamide